[Cl-].C(=O)(O)C(C)C=1NC=C[N+]1C 1-carboxyethyl-3-methylimidazolium chloride salt